((2R,4R)-4-hydroxypyrrolidin-2-yl)methanone O[C@@H]1C[C@@H](NC1)C=O